1,3-bis(2-methoxyphenyl)urea COC1=C(C=CC=C1)NC(=O)NC1=C(C=CC=C1)OC